((1R,3S)-3-([1,2,4]triazolo[4,3-a]pyridin-3-yl)cyclohexyl)-4-(((R)-2-methyloxetan-2-yl)methoxy)-5-(trifluoromethyl)pyrimidin-2-amine N=1N=C(N2C1C=CC=C2)[C@@H]2C[C@@H](CCC2)C2=C(C(=NC(=N2)N)OC[C@@]2(OCC2)C)C(F)(F)F